C(#CCC)C(CO)O (1-butynyl)ethylene glycol